COC1=CC(=NC=C1OCC1CC(C1)C(F)(F)F)C(=O)O 4-methoxy-5-(3-trifluoromethyl-cyclobutylmethoxy)-pyridine-2-carboxylic acid